(2R)-2,5-dihydro-4-hydroxy-2-[[4-hydroxy-3-(3-methyl-2-buten-1-yl)phenyl]methyl]-3-(4-hydroxyphenyl)-5-oxo-2-furancarboxylic acid, methyl ester OC1=C([C@@](OC1=O)(C(=O)OC)CC1=CC(=C(C=C1)O)CC=C(C)C)C1=CC=C(C=C1)O